FC1=C(C(=O)Br)C=C(C(=C1)F)F 2,4,5-trifluorobenzoic acid bromide